4-[4-(3-Cyclopropylmethoxymethyl-thiophen-2-yl)-2,6-difluoro-phenoxy]-butyric acid C1(CC1)COCC1=C(SC=C1)C1=CC(=C(OCCCC(=O)O)C(=C1)F)F